C(#N)[C@H]1N(CC(C1)(F)F)C(CNC(=O)C1=CC=NC2=C(C=CC=C12)NC(CCC(=O)N1CCN(CC1)C(=O)OC(C)(C)C)=O)=O tert-butyl (S)-4-(4-((4-((2-(2-cyano-4,4-difluoropyrrolidin-1-yl)-2-oxoethyl)carbamoyl)quinolin-8-yl)amino)-4-oxobutanoyl)piperazine-1-carboxylate